2-(4-bromo-3-fluorophenyl)-3-hydroxy-2-(hydroxymethyl)propionic acid ethyl ester C(C)OC(C(CO)(CO)C1=CC(=C(C=C1)Br)F)=O